C(C1=CC=CC=C1)OC(=O)[C@H]1NC[C@](C1)(CF)F (2S,4R)-4-fluoro-4-(fluoromethyl)pyrrolidine-2-carboxylic acid benzyl ester